(4-(dimethylamino)piperidin-1-yl)(4-(5-(4-methoxyphenyl)imidazo[2,1-b][1,3,4]thiadiazol-2-yl)phenyl)methanone CN(C1CCN(CC1)C(=O)C1=CC=C(C=C1)C1=NN2C(S1)=NC=C2C2=CC=C(C=C2)OC)C